The molecule is a hydrazone resulting from the formal condensation of both of the aldehyde groups of anthracene-9,10-dicarbaldehyde with 2-hydrazinyl-4,5-dihydro-1H-imidazole. It has a role as an antineoplastic agent. It is a hydrazone, a member of imidazolidines and a member of anthracenes. C1CN=C(N1)NN=CC2=C3C=CC=CC3=C(C4=CC=CC=C42)C=NNC5=NCCN5